2-Methoxy-5-prop-1-enylphenol COC1=C(C=C(C=C1)C=CC)O